C1(=CC=CC=C1)C1=C(C=CC2=CC3=CC=CC=C3C=C12)C1=CC=CC=C1 1,2-diphenylanthracene